C12CN(CC(C1)C2)C2=C(C=C(C=C2F)NC(=O)C=2N=C(OC2CC(F)(F)F)N2CC(C2)(OC)CC)F N-(4-(3-azabicyclo[3.1.1]heptan-3-yl)-3,5-difluorophenyl)-2-(3-ethyl-3-methoxyazetidin-1-yl)-5-(2,2,2-trifluoroethyl)oxazole-4-carboxamide